FC1(CCN(CC1)CC1=C(C=C(CSC2=C3C(N(C(C3=C(C=C2)F)=O)C2C(NC(CC2)=O)=O)=O)C=C1)F)F 4-((4-((4,4-difluoropiperidin-1-yl)methyl)-3-fluorobenzyl)thio)-2-(2,6-dioxopiperidine-3-yl)-7-fluoroisoindoline-1,3-dione